C(C1=CC=CC=C1)OC=1C=2N(C(=CC1)C=O)N=CN2 8-(benzyloxy)-[1,2,4]triazolo[1,5-a]pyridine-5-carbaldehyde